FC(C1=NC(=NC(=N1)C(F)(F)F)N1[C@H](C=2NC3=CC=C(C=C3C2CC1)Cl)C[C@@H]1COCC1)(F)F (1S)-2-[4,6-bis(trifluoromethyl)-1,3,5-triazin-2-yl]-6-chloro-1-{[(3S)-oxolan-3-yl]methyl}-2,3,4,9-tetrahydro-1H-pyrido[3,4-b]indole